4-(4-chloro-2,3-difluorophenyl)-6,7-bis(methyl-d3)-2-((2R,4S)-2-(2-methylpyridin-4-yl)tetrahydro-2H-pyran-4-yl)pteridine ClC1=C(C(=C(C=C1)C1=NC(=NC2=NC(=C(N=C12)C([2H])([2H])[2H])C([2H])([2H])[2H])[C@@H]1C[C@@H](OCC1)C1=CC(=NC=C1)C)F)F